N-(1-(3-amino-5-(trifluoromethyl)phenyl)ethyl)-2-methyl-6-(1,2,3,6-tetrahydropyridin-4-yl)-8,9-dihydro-7H-cyclopenta[H]quinazolin-4-amine hydrochloride Cl.NC=1C=C(C=C(C1)C(F)(F)F)C(C)NC1=NC(=NC2=C3C(=C(C=C12)C=1CCNCC1)CCC3)C